5-[7-(3,4-dihydroxy-3-methylbutoxy)-1-fluoro-3-hydroxynaphthalen-2-yl]-1λ6,2,5-thiadiazolidine-1,1,3-trione OC(CCOC1=CC=C2C=C(C(=C(C2=C1)F)N1CC(NS1(=O)=O)=O)O)(CO)C